C(CC)[Si](C=1C=C(C=CC1)P(N)C1=CC(=CC=C1)[Si](CCC)(CCC)CCC)(CCC)CCC 1,1-bis(3-(tripropylsilyl)phenyl)phosphanamine